CNC1=NC=C(C2=CC(=NC=C12)NC1=NC=C(C=C1)C(F)(F)F)C1=NN2C(C=CC(=C2)N2CCOCC2)=N1 N1-methyl-4-(6-morpholino-[1,2,4]triazolo[1,5-a]pyridin-2-yl)-N6-[5-(trifluoromethyl)-2-pyridinyl]-2,7-naphthyridine-1,6-diamine